C(C)(C)(C)OC(=O)N1C2=C(OC(C1)NC=1C=C3CCN(CC3=CC1)C)N=CC(C2(C)NC(=O)OC(C)(C)C)F 8-((tert-butoxycarbonyl)amino)-7-fluoro-3-((2-methyl-1,2,3,4-tetrahydroisoquinolin-6-yl)amino)-8-methyl-2,3-dihydro-1H-pyrido[2,3-b][1,4]oxazine-1-carboxylic acid tert-butyl ester